NC1=NC(=NC=C1)N1N=C(C(=C1)C1=CN=C(N1C)C(=O)NC1=CC(=C(C=C1)C(=O)N1CCN(CC1)C(=O)C1CCNCC1)Cl)C(F)(F)F 5-[1-(4-aminopyrimidin-2-yl)-3-(trifluoromethyl)pyrazol-4-yl]-N-[3-chloro-4-[4-(piperidine-4-carbonyl)piperazine-1-carbonyl]phenyl]-1-methyl-imidazole-2-carboxamide